dimethyl-cyclohexenyl-ethanone CC(C(=O)C1=CCCCC1)C